(2S)-2-(propan-2-yl)oxirane CC(C)[C@@H]1OC1